nitrobenzyl 2-(((tetrahydro-2H-pyran-2-yl) oxy) methyl)-6,7-dihydropyrazolo[1,5-a]pyrazine-5(4H)-carboxylate O1C(CCCC1)OCC1=NN2C(CN(CC2)C(=O)OC(C2=CC=CC=C2)[N+](=O)[O-])=C1